tert-butyl (1-((2-cyano-3-(methylthio)-5-(4,4,5,5-tetramethyl-1,3,2-dioxaborolan-2-yl)phenoxy)methyl)cyclohexyl)-carbamate C(#N)C1=C(OCC2(CCCCC2)NC(OC(C)(C)C)=O)C=C(C=C1SC)B1OC(C(O1)(C)C)(C)C